The molecule is a medium chain fatty acyl-CoA(4-) arising from deprotonation of the phosphate and diphosphate functions of 2-hydroxy-3-methylundecanoyl-CoA; major species at pH 7.3. It derives from a 3-methylundecanoyl-CoA(4-). It is a conjugate base of a 2-hydroxy-3-methylundecanoyl-CoA. CCCCCCCCC(C)C(C(=O)SCCNC(=O)CCNC(=O)[C@@H](C(C)(C)COP(=O)([O-])OP(=O)([O-])OC[C@@H]1[C@H]([C@H]([C@@H](O1)N2C=NC3=C(N=CN=C32)N)O)OP(=O)([O-])[O-])O)O